C1(CCCC1)C[C@@H](C(=O)NC1=NC=C(C(=O)O)C=C1)N1C=NC(=C1)C(F)(F)F (S)-6-(3-Cyclopentyl-2-(4-(trifluoromethyl)-1H-imidazol-1-yl)propanamido)nicotinic Acid